N[C@H](C)C1=C(C=NN(C1=O)CC(=O)NC1=CC(=C(C=C1)C)S(N(C)C)(=O)=O)Cl |r| (rac)-2-[5-(1-aminoethyl)-4-chloro-6-oxo-pyridazin-1-yl]-N-[3-(dimethylsulfamoyl)-4-methyl-phenyl]acetamide